ClC1=CC=CC(=N1)C1=CC(=C(CC2=NC3=C(N2C[C@H]2OCC2)C=C(C=C3)C(=O)OC)C=C1F)F Methyl (S)-2-(4-(6-chloropyridin-2-yl)-2,5-difluorobenzyl)-1-(oxetan-2-ylmethyl)-1H-benzo[d]imidazole-6-carboxylate